(2S,4aR,6'R,8aR)-4-(hydroxymethyl)-7-methyl-6'-dodecyl-3',4a,4',5',6',8a-hexahydrospiro[chromene-2,2'-pyran]-6(5H)-one OCC1=C[C@@]2(O[C@@H](CCC2)CCCCCCCCCCCC)O[C@@H]2C=C(C(C[C@H]12)=O)C